O[C@H]1[C@@H](CCCC1)NC1=C2C(=C(N=N1)C1=NC=C(C=C1O)C(F)(F)F)N(C=C2)C 2-(4-(((1r,2r)-2-hydroxycyclohexyl)amino)-1-methyl-1H-pyrrolo[2,3-d]pyridazin-7-yl)-5-(trifluoromethyl)pyridin-3-ol